S1C=C(C=C1)C1(CC1)CC=O 2-(1-(Thien-3-yl)cyclopropyl)acetaldehyde